6,8-dihydrocyclopenta[g]Isoquinoline-7-carboxylic acid hydrochloride Cl.C1=NC=CC2=CC3=C(C=C12)CC(C3)C(=O)O